FC1=C(C#N)C=C(C=C1)OC=1C(=C2C=CN(C2=CC1F)S(=O)(=O)C1=CC=C(C)C=C1)C=O 2-fluoro-5-((6-fluoro-4-formyl-1-tosyl-1H-indol-5-yl)oxy)benzonitrile